3H-spiro[imidazo[1,2-a]pyridine-2,4'-thiochroman] S1CCC2(C3=CC=CC=C13)N=C1N(C=CC=C1)C2